9-(4-bromophenyl)-3,6-dibromo-9H-carbazole BrC1=CC=C(C=C1)N1C2=CC=C(C=C2C=2C=C(C=CC12)Br)Br